COC1=CC=C(CN2[C@H](CC(C[C@H]2C)=O)C)C=C1 (2s,6r)-1-(4-methoxybenzyl)-2,6-dimethylpiperidin-4-one